tert-butyl (2S,4R)-2-[[(1S)-1-(2-chloro-4-ethynyl-phenyl)ethyl]carbamoyl]-4-hydroxy-pyrrolidine-1-carboxylate ClC1=C(C=CC(=C1)C#C)[C@H](C)NC(=O)[C@H]1N(C[C@@H](C1)O)C(=O)OC(C)(C)C